(E)-2-(((1-cyano-3,3-dimethylbut-2-ylidene)amino)oxy)acetic acid C(#N)C/C(/C(C)(C)C)=N\OCC(=O)O